C=1(C(=CC=CC1O)O)C1CCCC=C1 l-1',2',3',4'-tetrahydro-[1,1'-biphenyl]-2,6-diol